N-(4-((2',4'-difluoro-[1,1'-biphenyl]-3-yl)amino)-7-(3-(4-methylpiperazin-1-yl)propoxy)quinazolin-6-yl)acrylamide FC1=C(C=CC(=C1)F)C1=CC(=CC=C1)NC1=NC=NC2=CC(=C(C=C12)NC(C=C)=O)OCCCN1CCN(CC1)C